NC1CC(C1)(C(=O)[O-])C (1s,3s)-3-amino-1-methylcyclobutane-1-carboxylate